4-{[2',4'-dichloro-4-(ethoxycarbonyl)-[1,1'-biphenyl]-3-yl]carbamoyl}-6-hydroxybenzene-1,3-dicarboxylic acid ClC1=C(C=CC(=C1)Cl)C1=CC(=C(C=C1)C(=O)OCC)NC(=O)C1=C(C=C(C(=C1)O)C(=O)O)C(=O)O